4-(4-{[4-Cyclopropyl-2-(trifluoromethyl)phenyl]methoxy}-3-methoxyphenyl)-2H,4H,5H,6H,7H-pyrazolo[3,4-b]pyridin-6-one C1(CC1)C1=CC(=C(C=C1)COC1=C(C=C(C=C1)C1C=2C(NC(C1)=O)=NNC2)OC)C(F)(F)F